((2,4,6-triisopropyl)phenyl)di-cyclohexylphosphine C(C)(C)C1=C(C(=CC(=C1)C(C)C)C(C)C)P(C1CCCCC1)C1CCCCC1